C1(CC2C(CC1)O2)C(CCC)O[Si](OCCCC)(OCCCC)CC (3,4-epoxycyclohexyl)-ethyl-tributoxysilane